O=C1NC(CCC1C1=C(C=C(C=C1F)N1CC(C1)NC(OCCC1=CC=CC=C1)=O)F)=O phenethyl (1-(4-(2,6-dioxopiperidin-3-yl)-3,5-difluorophenyl)azetidin-3-yl)carbamate